N-(Phenylalanyl-phenylalanyl)-(-)-N-ethyl-3-phenylbicyclo[2.2.1]heptan-2-amine N[C@@H](CC1=CC=CC=C1)C(=O)N[C@@H](CC1=CC=CC=C1)C(=O)N(C1C2CCC(C1C1=CC=CC=C1)C2)CC